2,3,4,5-tetramethyl-1-trimethylsilyl-cyclopenta-2,4-diene CC=1C(C(=C(C1C)C)C)[Si](C)(C)C